2-(3-chlorophenyl)-2-(1-(4-(hydroxymethyl)piperidine-1-carbonyl)piperidin-4-ylidene)acetonitrile ClC=1C=C(C=CC1)C(C#N)=C1CCN(CC1)C(=O)N1CCC(CC1)CO